4-(4-(3-(1-methyl-1H-indazol-6-yl)-1,4-dihydro-thieno[2',3':4,5]cyclopenta[1,2-c]pyrazol-6-yl)-3-(trifluoromethoxy)benzyl)morpholine CN1N=CC2=CC=C(C=C12)C=1C2=C(NN1)C1=C(C2)SC(=C1)C1=C(C=C(CN2CCOCC2)C=C1)OC(F)(F)F